4-(6-(7-(1-methyl-1H-pyrazol-4-yl)imidazo[1,2-a]pyridin-3-yl)pyridin-2-yl)piperazine-1-carboxylate CN1N=CC(=C1)C1=CC=2N(C=C1)C(=CN2)C2=CC=CC(=N2)N2CCN(CC2)C(=O)[O-]